N1=C(C=CC=C1)C1=C(NC=2C1=NC=CC2)C2=CC(=NC=C2)NC(C)=O N-{4-[3-(pyridin-2-yl)-1H-pyrrolo[3,2-b]pyridin-2-yl]pyridin-2-yl}acetamide